CC1=C(C=NC=C1)SC=1C=2N(C=C(C1)C=1C=NN(C1)[C@@H]1CNCCC1)N=CC2C#N 4-[(4-methyl-3-pyridyl)sulfanyl]-6-[1-[(3S)-3-piperidyl]pyrazol-4-yl]pyrazolo[1,5-a]pyridine-3-carbonitrile